BrC1=CC(=C(OC2(CC2)C(=O)OC)C=C1F)[N+](=O)[O-] methyl 1-(4-bromo-5-fluoro-2-nitrophenoxy)cyclopropane-1-carboxylate